[Na].COC(CC=O)=O formylacetic acid methyl ester sodium salt